BrC1=C(C=C2C(=NC(=NC2=C1F)SCCCCCCCCCCCC)N1[C@@H]2CN([C@H](C1)C2)C(=O)OC(C)(C)C)I tert-butyl (1S,4S)-5-[7-bromo-2-(dodecylsulfanyl)-8-fluoro-6-iodoquinazolin-4-yl]-2,5-diazabicyclo[2.2.1]heptane-2-carboxylate